N-(5-((Dimethyl-amino)methyl)pyridin-3-yl)-5-(5-(piperidin-1-ylmethyl)pyridin-3-yl)-1H-indazole-3-carboxamide CN(C)CC=1C=C(C=NC1)NC(=O)C1=NNC2=CC=C(C=C12)C=1C=NC=C(C1)CN1CCCCC1